[Na+].[Na+].S(=O)(=O)([O-])CCCSSCCCS(=O)(=O)[O-] (sulfopropyl) disulfide disodium salt